ClC1=NN(C=C1NC1=NC=C(C(=N1)NC=1C=C(C=CC1)NC(\C=C\CN(C)C)=O)C(F)(F)F)C (E)-N-(3-((2-((3-chloro-1-methyl-1H-pyrazol-4-yl)amino)-5-(trifluoromethyl)pyrimidin-4-yl)amino)phenyl)-4-(dimethylamino)but-2-enamide